[Si](C)(C)(C(C)(C)C)OC1CN(C1)CC=1OC2=C(N1)C=C1C(=C2F)CC(C1)C(=O)OCC ethyl 2-[[3-[tert-butyl(dimethyl)silyl]oxyazetidin-1-yl]methyl]-8-fluoro-6,7-dihydro-5H-cyclopenta[f][1,3]benzoxazole-6-carboxylate